N1C=NC(=C1)CNNC([C@H](CC(C)C)NC(OCC1=CC=CC=C1)=O)=O (S)-benzyl (1-(2-((1H-imidazol-4-yl)methyl) hydrazinyl)-4-methyl-1-oxo-pentan-2-yl)carbamate